ClC(C)C1=NC=CC=N1 2-(1-Chloroethyl)pyrimidine